C1(=CC=C(C=C1)C=1N=CC(=NC1C1=CC=CC=C1)N1CCC(CC1)CNC(C1=CC=CC=C1)=O)C1=CC=CC=C1 N-((1-(5-([1,1'-biphenyl]-4-yl)-6-phenylpyrazin-2-yl)piperidin-4-yl)methyl)benzamide